2-((10-butyl-2-methoxy-10H-phenothiazine-3-yl)methylene)-1H-indene C(CCC)N1C2=CC=CC=C2SC=2C=C(C(=CC12)OC)C=C1CC2=CC=CC=C2C1